2-(2-methoxy-5-{[(5-methyl-3-isoxazolyl)methyl]Sulfonyl}phenyl)-N4-(3-methyl-1H-indazol-6-yl)-2,4-pyrimidinediamine COC1=C(C=C(C=C1)S(=O)(=O)CC1=NOC(=C1)C)C1(NC=CC(=N1)NC1=CC=C2C(=NNC2=C1)C)N